7-(Azetidin-1-yl)-2-[3-(fluoromethoxy)phenyl]imidazo[1,2-a]pyridine N1(CCC1)C1=CC=2N(C=C1)C=C(N2)C2=CC(=CC=C2)OCF